FC(OC1=CC=C(C=C1)C(=O)N1CCC(CC1)CCCCNC(=O)C=1C=CC=2N(C1)C=CN2)(F)F N-[4-(1-{[4-(trifluoromethoxy)phenyl]carbonyl}piperidin-4-yl)butyl]imidazo[1,2-a]pyridine-6-carboxamide